6-[5-[1-[[6-bromo-8-(difluoromethoxy)quinazolin-4-yl]amino]ethyl]-1,2,4-triazol-1-yl]pyridine-3-carbonitrile BrC=1C=C2C(=NC=NC2=C(C1)OC(F)F)NC(C)C1=NC=NN1C1=CC=C(C=N1)C#N